[Si](C)(C)(C(C)(C)C)OC1=CC=C(C=C1)NC=1C=NN(C1)CCCCOC1=C2CCN(CC2=CC=C1)C(=O)OC(C)(C)C tert-Butyl 5-(4-{4-[(4-{[tert-butyl(dimethyl)silyl]oxy}phenyl)amino]-1H-pyrazol-1-yl}butoxy)-3,4-dihydroisoquinoline-2(1H)-carboxylate